C(C)(C)(C)SC=1C(=C(C=CC1)N1CCCC1)Cl 1-(3-(tert-butylthio)-2-chlorophenyl)pyrrolidine